CN1[C@H](CNCC1)CN(C(C(F)(F)F)=O)C (3R)-4-methyl-3-{[methyl-(trifluoroacetyl)amino]methyl}piperazine